tert-butyl (3aR,6aS)-5-(3-(4-(4-amino-3-(4-phenoxyphenyl)-1H-pyrazolo[3,4-d]pyrimidin-1-yl)piperidin-1-yl)azetidin-1-yl)hexahydrocyclopenta[c]pyrrol-2(1H)-carboxylate NC1=C2C(=NC=N1)N(N=C2C2=CC=C(C=C2)OC2=CC=CC=C2)C2CCN(CC2)C2CN(C2)C2C[C@@H]1[C@@H](CN(C1)C(=O)OC(C)(C)C)C2